FC(OC1=NC=CC(=C1)B1OC(C(O1)(C)C)(C)C)F 2-difluoromethoxy-4-(4,4,5,5-tetramethyl-[1,3,2]dioxaborolan-2-yl)-pyridine